3-Benzothiophenylacetic acid S1C=C(C2=C1C=CC=C2)CC(=O)O